NC(C)(COCCCCCCCC\C=C/C\C=C/CCCCC)COCCCCCCCC 2-amino-3-[(9Z,12Z)-octadeca-9,12-dien-1-yloxy]-2-[(octyloxy)methyl]propan